CC1(CCC=2C(=NC(=NC2C1)N1CC2(CN(C2)C(C=C)=O)CC1)N[C@H](CC1=NC(=NO1)C)CC(C)C)C 1-(6-(7,7-dimethyl-4-(((2S)-4-methyl-1-(3-methyl-1,2,4-oxadiazol-5-yl)-2-pentanyl)amino)-5,6,7,8-tetrahydro-2-quinazolinyl)-2,6-diazaspiro[3.4]octan-2-yl)-2-propen-1-one